1-[5-(4-fluorophenyl)-6-tetrahydropyran-3-yl-pyrrolo[2,3-f]indazol-1-yl]-2,2-dimethyl-propan-1-one FC1=CC=C(C=C1)N1C(=CC2=C1C=C1C=NN(C1=C2)C(C(C)(C)C)=O)C2COCCC2